germoleamidopropylamine oxide [GeH]1(C=CC=C1)C(=O)NCCC[NH2]=O